C1=CC=CC=2C3=CC=CC=C3N(C12)C1=CC=2C3(C4=CC(=CC=C4C2C=C1)N1C2=CC=CC=C2C=2C=CC=CC12)C1=CC(=CC=C1C=1C=CC(=CC13)N1C3=CC=CC=C3C=3C=CC=CC13)N1C3=CC=CC=C3C=3C=CC=CC13 2,2',7,7'-tetrakis(9-carbazolyl)-9,9-spirobifluorene